(R)-2-(6-(1-aminoethyl)-1-(4-(methylamino)butyl)-1H-pyrrolo[2,3-b]pyridin-2-yl)-5-methoxy-3-methylimidazo[1,2-a]pyridine-7-carboxylic acid ethyl ester C(C)OC(=O)C1=CC=2N(C(=C1)OC)C(=C(N2)C2=CC=1C(=NC(=CC1)[C@@H](C)N)N2CCCCNC)C